7-(3-((2-amino-6-(5-methylfuran-2-yl)-9H-purin-9-yl)methyl)phenoxy)-N-hydroxyheptanamide NC1=NC(=C2N=CN(C2=N1)CC=1C=C(OCCCCCCC(=O)NO)C=CC1)C=1OC(=CC1)C